5-(((trans-3-(3-cyclopropyl-4-(1-methyl-1H-pyrazolo[3,4-b]pyridin-6-yl)-1H-pyrazol-1-yl)cyclobutyl)methyl)amino)-2-(2,6-dioxopiperidin-3-yl)isoindoline-1,3-dione C1(CC1)C1=NN(C=C1C1=CC=C2C(=N1)N(N=C2)C)[C@@H]2C[C@H](C2)CNC=2C=C1C(N(C(C1=CC2)=O)C2C(NC(CC2)=O)=O)=O